bis(2-(1-((Z)-octadec-9-en-1-yl)-1H-1,2,3-triazol-4-yl)ethyl) 3,3'-((2-(diethylamino)ethyl)azanediyl)dipropionate C(C)N(CCN(CCC(=O)OCCC=1N=NN(C1)CCCCCCCC\C=C/CCCCCCCC)CCC(=O)OCCC=1N=NN(C1)CCCCCCCC\C=C/CCCCCCCC)CC